6-diphenoxyphosphoryloxy-3,4-dihydro-2H-pyridine-1-carboxylic acid tert-butyl ester C(C)(C)(C)OC(=O)N1CCCC=C1OP(=O)(OC1=CC=CC=C1)OC1=CC=CC=C1